5-(3-((4-(2-(2-aminopyridin-3-yl)-5-phenyl-3H-imidazo[4,5-b]pyridin-3-yl)benzyl)amino)propyl)-2-hydroxybenzaldehyde NC1=NC=CC=C1C1=NC=2C(=NC(=CC2)C2=CC=CC=C2)N1C1=CC=C(CNCCCC=2C=CC(=C(C=O)C2)O)C=C1